2-bromo-α,α,4,5-tetrafluoro-benzenepropanoic acid BrC1=C(C=C(C(=C1)F)F)CC(C(=O)O)(F)F